Cl[Si](CCCC)(CCCC)C(C)[Si](Cl)(CCCC)CCCC bis(chlorodibutylsilyl)ethane